Cl.C12CC(CC(CC1)N2)N(C=2SC1=NC(=CC=C1N2)C=2C=C(C=1N(C2)C=C(N1)C)F)C N-[(3-exo)-8-Azabicyclo[3.2.1]oct-3-yl]-5-(8-fluoro-2-methylimidazo[1,2-a]pyridin-6-yl)-N-methyl[1,3]thiazolo[5,4-b]pyridin-2-amin-Hydrochlorid